COC(C(C)NC(C1=C(C=CC=C1Cl)Cl)=O)=O 2-(2,6-dichlorobenzamido)propionic acid methyl ester